N-(2R,4S)-rel-[[4-(2,3-dichloro-6-hydroxyphenyl)piperidin-2-yl]methyl]benzenesulfonamide ClC1=C(C(=CC=C1Cl)O)[C@@H]1C[C@@H](NCC1)CNS(=O)(=O)C1=CC=CC=C1 |o1:9,11|